7-(aminomethyl)-2-(4-methoxybenzyl)-4-(trifluoromethyl)-2,5,6,7-tetrahydro-3H-cyclopenta[C]pyridazin-3-one NCC1CCC=2C1=NN(C(C2C(F)(F)F)=O)CC2=CC=C(C=C2)OC